N4-(benzo[d][1,3]dioxan-4-yl)-5-bromo-N2-(2-methoxy-5-methyl-4-(4-(4-Methylpiperazin-1-yl)piperidin-1-yl)phenyl)pyrimidine-2,4-diamine O1COC(C2=C1C=CC=C2)NC2=NC(=NC=C2Br)NC2=C(C=C(C(=C2)C)N2CCC(CC2)N2CCN(CC2)C)OC